ClC1=NC=C(C(=N1)C1=CNC2=CC(=CC=C12)[N+](=O)[O-])C(F)(F)F 3-(2-chloro-5-(trifluoromethyl)pyrimidin-4-yl)-6-nitro-1H-indole